C(CCCCCCCCC(C)C)[NH3+] isododecyl-ammonium